tert-butyl N-(but-3-yn-1-yl)-N-methylcarbamate C(CC#C)N(C(OC(C)(C)C)=O)C